ClC1=CC=C(C=C1)S(=O)(=O)CCC1(CC=C(C=C1)F)F 1-(((4-chlorophenyl)sulfonyl)ethyl)-1,4-difluorobenzene